Ethyl 3-[2-chloro-4-fluoro-5-[3-(trifluoromethyl)pyrazin-2-yl]phenyl]-5-methyl-4H-isoxazole-5-carboxylate ClC1=C(C=C(C(=C1)F)C1=NC=CN=C1C(F)(F)F)C1=NOC(C1)(C(=O)OCC)C